Acetoxy-1-phenylethane C(C)(=O)OC(C)C1=CC=CC=C1